COC1CN(C([C@]12C[C@H](NC2)C(=O)N)=O)CC2=CC=C(C=C2)OC (3S,5S)-9-methoxy-7-(4-methoxybenzyl)-6-oxo-2,7-diazaspiro[4.4]nonane-3-carboxamide